C(C=C)O[C@@H]1C[C@H](N(CC1)C(=O)OC(C)(C)C)C1=CC=C(C2=CC=C(C=C12)OCCC=C)C(=O)OC tert-butyl (2S,4S)-4-(allyloxy)-2-(7-(but-3-en-1-yloxy)-4-(methoxycarbonyl)naphthalen-1-yl)piperidine-1-carboxylate